1-(3-{5-[(R)-(1,3-dimethyl-azetidin-3-yl)-hydroxy-(4-isopropyl-phenyl)-methyl]-pyridin-3-yl}-[1,2,4]Oxadiazol-5-ylmethyl)-3-methyl-imidazolidin-2,4-dione CN1CC(C1)(C)[C@@](C=1C=C(C=NC1)C1=NOC(=N1)CN1C(N(C(C1)=O)C)=O)(C1=CC=C(C=C1)C(C)C)O